NC=1C2=C(N=CN1)N(C(=C2C2=CC(=C(C=C2)OC2=NC=CC(=N2)C)F)C2=CC=C(C=C2)NC(C(=C)C)=O)C2OCCC2 N-(4-(4-amino-5-(3-fluoro-4-((4-methylpyrimidin-2-yl)oxy)phenyl)-7-(tetrahydrofuran-2-yl)-7H-pyrrolo[2,3-d]pyrimidin-6-yl)phenyl)methacrylamide